gamma-glutamyl-Glutamate N[C@@H](CCC(=O)N[C@@H](CCC(=O)[O-])C(=O)[O-])C(=O)O